(S)-2-((S)-2-((S)-2-(5-Chloro-1H-indole-2-carboxamido)-3-(naphthalen-2-yl)propanamido)-3-(2H-tetrazol-5-yl)propanamido)-N1-(4-(trifluoromethoxy)phenyl)pentanediamide ClC=1C=C2C=C(NC2=CC1)C(=O)N[C@H](C(=O)N[C@H](C(=O)N[C@H](C(=O)NC1=CC=C(C=C1)OC(F)(F)F)CCC(=O)N)CC=1N=NNN1)CC1=CC2=CC=CC=C2C=C1